4-propyl-carbazole C(CC)C1=CC=CC=2NC3=CC=CC=C3C12